COC(=O)C=1C=C(C=2N(C1)C=CN2)NC(C(F)F)=S 8-(2,2-Difluoro-thioacetylamino)-imidazo[1,2-a]pyridine-6-carboxylic acid methyl ester